3-((4-fluorophenyl)amino)-4-nitropyridine-1-oxide FC1=CC=C(C=C1)NC=1C=[N+](C=CC1[N+](=O)[O-])[O-]